2-chloro-N-hydroxyacetamidine ClCC(=N)NO